COC(NC1=NC=CC(=C1)C=1C=NC(=C(C1)C(F)F)OC[C@](CC(C)C)(C)N)=O (R)-(6-((2-amino-2,4-dimethylpentyl)oxy)-5-(difluoromethyl)-[3,4'-bipyridinyl]-2'-yl)carbamic acid methyl ester